COC(=O)C1=C(SC=C1)C.O1C=C(C=C1)C(=O)C1(C(=C(C2(OCCO2)CC1)C)CO)C furan-3-yl-(7-(hydroxymethyl)-6,8-dimethyl-1,4-dioxaspiro[4.5]dec-6-en-8-yl)methanone methyl-2-methyl-thiophene-3-carboxylate